N-(triphenylmethyl)-5-(4-hydroxymethyl-biphenyl-2-yl)tetrazole (R)-6-(Bromomethyl)-4-(2-chloro-3-fluorophenyl)-2-(thiazol-2-yl)-1,4-dihydropyrimidine-5-carboxylate BrCC1=C([C@@H](N=C(N1)C=1SC=CN1)C1=C(C(=CC=C1)F)Cl)C(=O)O.C1(=CC=CC=C1)C(N1N=NN=C1C1=C(C=CC(=C1)CO)C1=CC=CC=C1)(C1=CC=CC=C1)C1=CC=CC=C1